5-bromo-3-chloro-2-[4-(4-methyl-1,2,4-triazol-3-yl)piperidin-1-yl]benzonitrile BrC=1C=C(C(=C(C#N)C1)N1CCC(CC1)C1=NN=CN1C)Cl